NC=1C=C(C=NC1)[C@H](CC)NC(OC(C)(C)C)=O tert-butyl (S)-(1-(5-aminopyridin-3-yl)propyl)carbamate